3,5-dimercapto-1,2,4-thiadiazole SC1=NSC(=N1)S